CC1=NNC(=C1)NC(CC)=O N-(3-methyl-1H-pyrazol-5-yl)-propionamide